CN1N=C2C(=C1OS(=O)(=O)C(F)(F)F)C[C@H]1CC[C@@H]2N1C(=O)OC(C)(C)C tert-butyl (5R,8S)-2-methyl-3-(((trifluoromethyl)sulfonyl)oxy)-2,4,5,6,7,8-hexahydro-5,8-epiminocyclohepta[c]pyrazole-9-carboxylate